C(C)C1=CC=C(C=C1)CC(C=O)(C)C 3-(4-ethyl-phenyl)-2,2-dimethyl-propionaldehyde